COC(=O)C1=C(C(=NC(=C1)Cl)C1=CC=C(C=C1)F)Cl 3,6-dichloro-2-(4-fluorophenyl)pyridine-4-carboxylic acid methyl ester